COC1=CC=C(C=N1)S(=O)(=N)C1=CC=C(C(=O)O)C=C1 4-[(6-methoxy-3-pyridyl)sulfonimidoyl]benzoic Acid